COC1=CC=C(CC2=NC=C(C(=N2)N)N)C=C1 (4-methoxybenzyl)pyrimidine-4,5-diamine